CC1=CC=C(C(=O)N2CC3(C2)CC(C3)NC(OC(C)(C)C)=O)C=C1 tert-butyl (2-(4-methylbenzoyl)-2-azaspiro[3.3]heptan-6-yl)carbamate